3-(3,4,5-trifluorophenyl)tetrahydro-1H-pyrrolizin (2S)-tert-butyl-2-((2-(2-(tert-butyldimethylsilyloxyl)ethyl)-4-fluorophenyl)(hydroxy)-methyl)pyrrolidine-1-carboxylate C(C)(C)(C)OC(=O)N1[C@@H](CCC1)C(O)C1=C(C=C(C=C1)F)CCO[Si](C)(C)C(C)(C)C.FC=1C=C(C=C(C1F)F)C1CCC2=CCCN12